tert-butyl N-[4-[[3-(benzyloxycarbonylamino)-2-hydroxy-propyl]amino]-3-triethylsilyloxy-butyl]carbamate C(C1=CC=CC=C1)OC(=O)NCC(CNCC(CCNC(OC(C)(C)C)=O)O[Si](CC)(CC)CC)O